(R)-4-((R,E)-4-(but-3-en-1-yl)-2-((tert-butoxycarbonyl)imino)-4-ethyl-6-oxotetrahydropyrimidin-1(2H)-yl)chromane-6-carboxylic acid C(CC=C)[C@]1(N\C(\N(C(C1)=O)[C@@H]1CCOC2=CC=C(C=C12)C(=O)O)=N/C(=O)OC(C)(C)C)CC